C(C)N1CC2(CN(C2)C2=C(N=C(S2)C2=NNC(=C2C(C)C)C=2C=C(C=3N(C2)N=CN3)OC)C)C1 5-(6-ethyl-2,6-diazaspiro[3.3]hept-2-yl)-2-(4-isopropyl-5-(8-methoxy-[1,2,4]triazolo[1,5-a]pyridin-6-yl)-1H-pyrazol-3-yl)-4-methylthiazole